C(CC[C@@H](C(=O)O)NC(=O)C1=CC=C(NC[C@@H]2CNC=3N=C(N)NC(=O)C3N2)C=C1)(=O)O.OC1[C@H](N)[C@@H](O)[C@@H](O)[C@H](O1)CO D-galactosamine (6R)-tetrahydrofolate